COC1=CC2=C(C=C(O2)C(=O)N)C=C1 6-methoxybenzofuran-2-carboxamide